6-chloro-2-((1-methylpyrrolidin-3-yl)thio)-1,4-dihydroquinazoline ClC=1C=C2CN=C(NC2=CC1)SC1CN(CC1)C